N,N-Bis(2-hydroxypropyl)tetradecanamide OC(CN(C(CCCCCCCCCCCCC)=O)CC(C)O)C